FC1=CC(=C(C=C1C1=CN(C(C=C1)=O)C)NC(=O)C1=CNC(C=C1C(F)(F)F)=O)N1C[C@H](N([C@H](C1)C)C)C |r| N-[4-fluoro-5-(1-methyl-6-oxopyridin-3-yl)-2-[rac-(3R,5S)-3,4,5-trimethylpiperazin-1-yl]phenyl]-6-oxo-4-(trifluoromethyl)-1H-pyridine-3-carboxamide